CN1N=NN=C1SC1=C(C(=O)NC2=CC=C(C=C2)C2COC2)C=C(C=C1)[N+](=O)[O-] 2-[(1-methyl-1H-1,2,3,4-tetrazol-5-yl)sulfanyl]-5-nitro-N-[4-(oxetan-3-yl)phenyl]benzamide